C(C)(=O)NC(C(=O)O)CC1=CNC2=C(C=CC=C12)F 2-acetamido-3-(7-fluoro-1H-indol-3-yl)propanoic acid